C12CN(CC(N1)C2)C2=CC=C(C=N2)C=2C=1N(C=C(C2)Br)N=CC1C#N 4-(6-(3,6-diazabicyclo[3.1.1]heptane-3-yl)Pyridin-3-yl)-6-bromopyrazolo[1,5-a]pyridine-3-carbonitrile